Tricosylamin C(CCCCCCCCCCCCCCCCCCCCCC)N